C(C)(=O)OC.COC1=CC=C(C=C1)C(=C)C1COC2(C1CC(C=C2)=O)C (Z)-(4-Methoxyphenyl) (7a-methyl-5-oxo-3a,4,5,7a-tetrahydrobenzofuran-3(2H)-ylethylene) methyl acetate